NCC(CCC(=O)O)=O.C[Si](C(C)C1=C(C=CC(=C1)[SiH2]C=C(C)C)[SiH](C)C)(C)C 1-trimethylsilylethyl-dimethylsilyl-4-dimethylvinylsilyl-benzene 5-aminolevulinate